3-(((2,2-difluoro-1-hydroxy-7-(trifluoromethylsulfanyl)-2,3-dihydro-1H-inden-4-yl)oxy)methyl)oxetane-3-carbonitrile FC1(C(C2=C(C=CC(=C2C1)OCC1(COC1)C#N)SC(F)(F)F)O)F